O[C@@H]1[C@H](O)[C@@H](O)[C@@H](O)[C@H](O1)C(=O)[O-] alpha-D-galacturonate